N-m-tolylaminothiocarbonyl-phenylalanine amide C1(=CC(=CC=C1)NC(=S)NC([C@@H](N)CC1=CC=CC=C1)=O)C